(9E,12E)-octadeca-9,12-diene CCCCCCCC\C=C\C\C=C\CCCCC